(S)-2-((7-(6-((4-chloro-2-fluorobenzyl)oxy)-5-fluoropyridin-2-yl)-5-fluoro-2,3-dihydrobenzofuran-4-yl)methyl)-1-(oxetan-2-ylmethyl)-1H-benzo[d]imidazole-6-carboxylic acid ClC1=CC(=C(COC2=C(C=CC(=N2)C2=CC(=C(C=3CCOC32)CC3=NC2=C(N3C[C@H]3OCC3)C=C(C=C2)C(=O)O)F)F)C=C1)F